C1(CC1)NC(C1=C(C=C(C(=C1)N1N=CC(=C1)C=1C=NC=C(C1)NC1CCN(CC1)C)C)F)=O N-cyclopropyl-2-fluoro-4-methyl-5-(4-(5-((1-methylpiperidin-4-yl)amino)pyridin-3-yl)-1H-pyrazol-1-yl)benzamide